C(#C)C1=NNC=2C=NC=NC21 3-Ethynylpyrazolopyrimidin